ClC=1C=C(N)C=C(C1OC=1C=C2C(=NN(C2=CC1)COCC[Si](C)(C)C)CC)Cl 3,5-dichloro-4-((3-ethyl-1-((2-(trimethylsilyl)ethoxy)methyl)-1H-indazol-5-yl)oxy)aniline